C(C1=CC=CC=C1)N(C(=O)NS(=O)(=O)Cl)CC1=CC=CC=C1 (dibenzylcarbamoyl)sulfamoyl chloride